C(=O)C[C@]12CCC(C=C1CC[C@H]1[C@@H]3CCC([C@@]3(C)CC[C@H]21)=O)=O 19-formyl-4-androstene-3,17-dione